ClC(C1=NC(=NC(=N1)C(Cl)(Cl)Cl)C=CC1=CC(=CC(=C1)OCC)OC)(Cl)Cl 2,4-bis(trichloromethyl)-6-[2-(3-methoxy-5-ethoxyphenyl)ethenyl]-s-triazine